C[C@@H]1CCC=2C=C(C=NC2C1)[N+](=O)[O-] (R)-7-methyl-3-nitro-5,6,7,8-tetrahydroquinoline